O=C[C@@]12C(=O)CC[C@H]1[C@@H]1CCC3=CC(=O)CC[C@]3(C)[C@H]1CC2 Ketoandrostenedione